N1NCCC2=C1C=CC=NN2 tetrahydropyridazinodiazepine